NC=1SC2=C(N1)C(=CC=C2F)C2=C(C=C1C(=NC=NC1=C2F)N2CC1CCC(C2)N1C(=O)N1N=CC(=C1)C#N)Cl 1-(3-(7-(2-amino-7-fluorobenzo[d]thiazol-4-yl)-6-chloro-8-fluoroquinazolin-4-yl)-3,8-diazabicyclo[3.2.1]octane-8-carbonyl)-1H-pyrazole-4-carbonitrile